2,4-Bis(trichloromethyl)-6-(3,4-dimethoxyphenyl)-s-triazine ClC(C1=NC(=NC(=N1)C(Cl)(Cl)Cl)C1=CC(=C(C=C1)OC)OC)(Cl)Cl